CC(CCC)CCCCCC(CCCCCCCCCCCCCCCCCC)C 4,10-Dimethyloctacosane